O1C2=C(OCC1)C=C(C=C2)N2C(NN=C2SC=2SC=CN2)=O 4-(2,3-dihydrobenzo[b][1,4]dioxin-6-yl)-5-(thiazol-2-ylthio)-2,4-dihydro-3H-1,2,4-triazol-3-one